(2-Bromo-1-chloroethyl)benzene BrCC(Cl)C1=CC=CC=C1